[Cl-].ClC1=C(N=C(S1)OC[C@H](C)[NH3+])C(=O)OCC [(1S)-2-(5-chloro-4-ethoxycarbonyl-thiazol-2-yl)oxy-1-methyl-ethyl]ammonium chloride